2-methoxy-4-[2-(tetrahydropyran-4-ylmethylamino)imidazo[2,1-b][1,3,4]thiadiazol-5-yl]phenol COC1=C(C=CC(=C1)C1=CN=C2SC(=NN21)NCC2CCOCC2)O